CC1=NC=C(C(=C1)O[C@@H]1C[C@@H](N(C1)CC1=CN=C(S1)NC(C)=O)C)C N-(5-(((2S,4R)-4-((2,5-dimethylpyridin-4-yl)oxy)-2-methylpyrrolidin-1-yl)methyl)thiazol-2-yl)acetamide